C1(CC1)NC(C1=C(C=C(C=C1)C(F)(F)F)OC)=S N-cyclopropyl-2-methoxy-4-(trifluoromethyl)benzothiamide